N1=CN=C2N=CNC2=C1NCC1=CC=C(C=C1)B(O)O 4-[(7H-purin-6-ylamino)methyl]phenylboronic acid